(4-nitrophenyl)acethydrazide [N+](=O)([O-])C1=CC=C(C=C1)CC(=O)NN